4-[cyclopropyl-[4-(5,6,7,8-tetrahydro-1,8-naphthyridin-2-yl)butyl]amino]-2-[[3-hydroxy-2-methyl-2-phenyl-propanoyl]amino]butanoic acid C1(CC1)N(CCC(C(=O)O)NC(C(CO)(C1=CC=CC=C1)C)=O)CCCCC1=NC=2NCCCC2C=C1